[N+](=O)([O-])C1=CC=C(C=C1)C1=CCN(C2(CC2)C1)C(=O)OC(C)(C)C tert-butyl 7-(4-nitrophenyl)-4-azaspiro[2.5]oct-6-ene-4-carboxylate